CN(C)CCCCCCCCCCCCCCCCCC N,N-dimethyloctadecyl-amine